(5-(3-(2-(cyclopropanecarboxamido)imidazo[1,2-a]pyridin-5-yl)-4-fluorophenyl)furan-2-yl)phosphonic acid C1(CC1)C(=O)NC=1N=C2N(C(=CC=C2)C=2C=C(C=CC2F)C2=CC=C(O2)P(O)(O)=O)C1